C(CCCC(=O)OC1CCCC1)(=O)OC1CCCC1 dicyclopentanyl glutarate